2-((benzyloxy)methyl)pentane-1,5-diol C(C1=CC=CC=C1)OCC(CO)CCCO